(2S)-1-(8-(naphthalen-2-ylsulfonyl)-1-oxa-8-azaspiro[4.5]decan-3-ylamino)3-(3-(propylsulfonyl)phenoxy)propan-2-ol C1=C(C=CC2=CC=CC=C12)S(=O)(=O)N1CCC2(CC(CO2)NC[C@@H](COC2=CC(=CC=C2)S(=O)(=O)CCC)O)CC1